di-isobutyl-phenoxyethyl-dimethylbenzyl-ammonium chloride [Cl-].C(C(C)C)C(C1=CC=CC=C1)([N+](C)(C)CCOC1=CC=CC=C1)CC(C)C